6-chloro-1-methyl-7-morpholino-4-(6-((1-(trifluoromethyl)cyclopropyl)ethynyl)-2,3-dihydrobenzo[e][1,4]oxazepin-1(5H)-yl)quinazolin-2(1H)-one ClC=1C=C2C(=NC(N(C2=CC1N1CCOCC1)C)=O)N1CCOCC2=C1C=CC=C2C#CC2(CC2)C(F)(F)F